(5-ethyl-6-(4-(3-hydroxypicolinoyl)piperazin-1-yl)-2-(4-methoxycyclohex-1-en-1-yl)-7-oxo-[1,2,4]triazolo[1,5-a]pyrimidin-4(7H)-yl)-N-(2-methyl-4-(trifluoromethyl)phenyl)acetamide C(C)C=1N(C=2N(C(C1N1CCN(CC1)C(C1=NC=CC=C1O)=O)=O)N=C(N2)C2=CCC(CC2)OC)CC(=O)NC2=C(C=C(C=C2)C(F)(F)F)C